2-chloro-3-fluorophenylboric acid ClC1=C(C=CC=C1F)OB(O)O